[4-(9-phenyl-9H-carbazol-3-yl)-phenyl]phenanthrene C1(=CC=CC=C1)N1C2=CC=CC=C2C=2C=C(C=CC12)C1=CC=C(C=C1)C1=CC=CC=2C3=CC=CC=C3C=CC12